C(C)(C)(C)OC(=O)N1C(CNCC1)C tert-butyl-2-methylpiperazine-1-carboxylate